C1(=CC=CC=C1)[C@H]1N(CCC2=CC(=CC=C12)C(=O)OC)C(=O)OC(C)(C)C 2-tert-butyl 6-methyl (1R)-1-phenyl-3,4-dihydro-1H-isoquinoline-2,6-dicarboxylate